C(C)(=O)OCCCCCCCC\C=C/CC (Z)-dodecane-9-en-1-yl acetate